monoethyl adipate sodium salt [Na+].C(CCCCC(=O)[O-])(=O)OCC